(3-(benzo[d][1,3]dioxan-5-yl)propionyl)-1-benzenesulfonyl-hydrazine O1COCC2=C1C=CC=C2CCC(=O)N(N)S(=O)(=O)C2=CC=CC=C2